3-((5-chloro-2-((2-(difluoromethoxy)-4-(4-methylpiperazin-1-yl)phenyl)amino)pyrimidin-4-yl)amino)-N-methylthiophene-2-carboxamide ClC=1C(=NC(=NC1)NC1=C(C=C(C=C1)N1CCN(CC1)C)OC(F)F)NC1=C(SC=C1)C(=O)NC